O=C1NCC[C@@H]1CCCC(=O)O 4-[(3S)-2-oxopyrrolidin-3-yl]butanoic acid